tris[2-tert-butyl-4-(3-tert-butyl-4-hydroxy-5-methylphenylmercapto)-5-methylphenyl] phosphite P(OC1=C(C=C(C(=C1)C)SC1=CC(=C(C(=C1)C)O)C(C)(C)C)C(C)(C)C)(OC1=C(C=C(C(=C1)C)SC1=CC(=C(C(=C1)C)O)C(C)(C)C)C(C)(C)C)OC1=C(C=C(C(=C1)C)SC1=CC(=C(C(=C1)C)O)C(C)(C)C)C(C)(C)C